(1-(methylsulfonyl)cyclobutyl)methanamine CS(=O)(=O)C1(CCC1)CN